CN(C/C=C/C(=O)NC1=CC=C(C=C1)NC(=O)N1C[C@H](CC1)NC1=NC=CC(=N1)C=1C(=NN2C1C=CC=C2)C2=CC=CC=C2)C (S,E)-N-(4-(4-(dimethylamino)but-2-enamido)phenyl)-3-((4-(2-phenylpyrazolo[1,5-a]pyridin-3-yl)pyrimidin-2-yl)amino)pyrrolidine-1-carboxamide